4-(difluoromethyl)-N-[4-fluoro-5-[6-(oxan-4-yloxy)pyridin-3-yl]-2-[rac-(3R)-3,4-dimethylpiperazin-1-yl]phenyl]-6-oxo-1H-pyridine-3-carboxamide FC(C=1C(=CNC(C1)=O)C(=O)NC1=C(C=C(C(=C1)C=1C=NC(=CC1)OC1CCOCC1)F)N1C[C@H](N(CC1)C)C)F |r|